oxo-1-(pyridin-4-ylmethyl)-1,6-dihydropyridine O=C1C=CC=CN1CC1=CC=NC=C1